[2H]C(O[C@H]1[C@@H](O[C@@H]([C@H]1O)CO)N1C=NC=2C(N)=NC=NC12)([2H])[2H] O-trideuteromethyladenosine